C(CCCCCCCCC)OC=1C(C(=O)N)=CC=CC1 n-decylsalicylamide